C(#N)N=C(NC1=CC(=C(C(=C1)OC)OC)OC)NCCCN1C=NC(=C1)C 2-Cyano(3,4,5-trimethoxyphenyl)-3-(3-(4-methyl-1H-imidazol-1-yl)propyl)guanidin